4-(3-chlorophenyl)-6-oxo-1,6-dihydropyrimidine-5-carbonitrile ClC=1C=C(C=CC1)C=1N=CNC(C1C#N)=O